C(#N)[C@@H](C[C@H]1C(NCC1)=O)NC(=O)[C@H]1[C@@H]2C([C@@H]2CN1C(=O)C1(C2=CC=CC=C2C=2C=CC=CC12)O)(C)C (1S,2R,5R)-N-((R)-1-cyano-2-((S)-2-oxopyrrolidin-3-yl)ethyl)-3-(9-hydroxy-9H-fluorene-9-carbonyl)-6,6-dimethyl-3-azabicyclo[3.1.0]hexane-2-carboxamide